ClC=1C=C2CC(N(C2=CC1)C1=C(C(=CC(=C1F)F)F)F)=O 5-chloro-1-(2,3,5,6-tetrafluorophenyl)indol-2-one